ClC1=CC=C(C(=N1)C=1C=CC2=C(C=NOB2O)C1)N[C@@H](C)C=1C=C(C=C2C(C(=C(OC12)N1CCC(CC1)(F)F)C)=O)C 8-[(1S)-1-[[6-chloro-2-(1-hydroxy-2,3,1-benzoxazaborinin-6-yl)-3-pyridyl]amino]ethyl]-2-(4,4-difluoro-1-piperidyl)-3,6-dimethyl-chromen-4-one